CC1(CC2(CCC(CC2)C(C)(C)C)OO1)CCO (5α,8α)-8-(1,1-dimethylethyl)-3-methyl-1,2-dioxaspiro[4.5]decane-3-ethanol